C(C)(C)(C)C1=NC2=C(N1C(=O)C=1C=C(C=CC1)C)C=CC=C2 (2-(tert-Butyl)-1H-benzo[d]imidazol-1-yl)(m-tolyl)methanone